C[C@@H]1CC[C@H]([C@H](C1)P(C1=CC=CC=C1)C1=CC=CC=C1)C(C)C [(1S,2S,5R)-5-methyl-2-(1-methylethyl)cyclohexyl]diphenylphosphine